perfluoroeicosanoic acid potassium salt [K+].FC(C(=O)[O-])(C(C(C(C(C(C(C(C(C(C(C(C(C(C(C(C(C(C(F)(F)F)(F)F)(F)F)(F)F)(F)F)(F)F)(F)F)(F)F)(F)F)(F)F)(F)F)(F)F)(F)F)(F)F)(F)F)(F)F)(F)F)(F)F)F